C(C)N(C(CSC1OCCCC1)=O)C N-ethyl-N-methyl-2-((tetrahydro-2H-pyran-2-yl)thio)acetamide